6-acetyl-2,3-dihydro-isoindol-1-one C(C)(=O)C1=CC=C2CNC(C2=C1)=O